OC1(CN(CC1)C(=O)OC(C)(C)C)C#CC1=CC=C(C=C1)C(=O)OC tert-butyl 3-hydroxy-3-[2-(4-methoxycarbonylphenyl)ethynyl]pyrrolidine-1-carboxylate